3,7-bis(trifluoromethyl)-N-ethylphenothiazine FC(C=1C=CC=2N(C3=CC=C(C=C3SC2C1)C(F)(F)F)CC)(F)F